N-(4,6-dimorpholinopyridin-2-yl)-7-methoxyquinazoline-4,6-diamine O1CCN(CC1)C1=CC(=NC(=C1)N1CCOCC1)NC1=NC=NC2=CC(=C(C=C12)N)OC